4-phenyl-[1,1'-biphenyl]-2-amin C1(=CC=CC=C1)C=1C=C(C(=CC1)C1=CC=CC=C1)N